C(CCC)OC(=O)N[C@H](C(=O)O)CC1CC1 (S)-2-((r-butoxycarbonyl)amino)-3-cyclopropylpropanoic acid